(R)-6-((1-(difluoromethyl)cyclopropyl)ethynyl)-N2-(1,3-difluoroprop-2-yl)-N4-(1,1,1-trifluoropropan-2-yl)-1,3,5-triazine-2,4-diamine FC(C1(CC1)C#CC1=NC(=NC(=N1)NC(CF)CF)N[C@@H](C(F)(F)F)C)F